CC=1C=C(C=CC1C=1N=NN(C1)CC1OCCCC1)C#CCO 3-(3-methyl-4-(1-((tetrahydro-2H-pyran-2-yl)methyl)-1H-1,2,3-triazol-4-yl)phenyl)prop-2-yn-1-ol